N(=NC(CC(C(=O)[O-])CCC(C(C(C(C(C(F)(F)F)(F)F)(F)F)(F)F)(F)F)(F)F)(C)C#N)C(CC(C(=O)[O-])CCC(C(C(C(C(C(F)(F)F)(F)F)(F)F)(F)F)(F)F)(F)F)(C)C#N 4,4'-azobis(3,3,4,4,5,5,6,6,7,7,8,8,8-tridecafluorooctyl 4-cyanopentanoate)